(S)-2-(4,4-difluoropiperidin-1-yl)-N-(6,7-dihydro-[1,4]dioxino[2',3':4,5]benzo[1,2-d]thiazol-2-yl)propanamide FC1(CCN(CC1)[C@H](C(=O)NC=1SC2=C(N1)C=C1C(=C2)OCCO1)C)F